(Tetrahydro-2H-pyran-4-yl)methyl-(S,E)-(7-(dimethyl-amino)-1-((1-((7-neopentyl-1H-benzo[d]imidazol-2-yl)methyl)-2-oxo-1,2-dihydropyridin-3-yl)amino)-1,7-dioxohept-5-en-2-yl)carbamat O1CCC(CC1)COC(N[C@H](C(=O)NC=1C(N(C=CC1)CC1=NC2=C(N1)C(=CC=C2)CC(C)(C)C)=O)CC\C=C\C(=O)N(C)C)=O